(R)-3-(5-(1,3-dioxolan-2-yl)pyridin-3-yl)-3-(5-(2-(5,6,7,8-tetrahydro-1,8-naphthyridin-2-yl)ethoxy)-1H-indazol-1-yl)propionic acid O1C(OCC1)C=1C=C(C=NC1)[C@@H](CC(=O)O)N1N=CC2=CC(=CC=C12)OCCC1=NC=2NCCCC2C=C1